FC(C)(F)C1CN(CC1)C(=O)OC(C)(C)C tert-butyl 3-(1,1-difluoroethyl)pyrrolidine-1-carboxylate